CC1(N(C(CCC1)(C)C)OC1CNC2=CC=CC=C12)C 3-(2,2,6,6-tetramethylpiperidinyloxy)-indoline